C(C)(C)(C)C1=CC(=NC=C1)Cl 4-tertiary butyl-2-chloropyridine